3-(1,1-dioxidotetrahydro-2H-thiopyran-4-yl)-7-(trifluoromethyl)indolin-2-one O=S1(CCC(CC1)C1C(NC2=C(C=CC=C12)C(F)(F)F)=O)=O